4,6,7-Trifluoroindole-2-carbonyl-L-leucine FC1=C2C=C(NC2=C(C(=C1)F)F)C(=O)N[C@@H](CC(C)C)C(=O)O